(2-(3-fluoro-5-(4-methylpiperazin-1-yl)phenylamino)-5-methylpyrimidin-4-ylamino)benzo[d]oxazol-2(3H)-one FC=1C=C(C=C(C1)N1CCN(CC1)C)NC1=NC=C(C(=N1)NN1C(OC2=C1C=CC=C2)=O)C